N-(2-(cyclohex-1-en-1-yl)ethyl)-2-(6-oxo-3-phenylpyridazin-1(6H)-yl)acetamide C1(=CCCCC1)CCNC(CN1N=C(C=CC1=O)C1=CC=CC=C1)=O